FC(C(=O)N1CC(C1)N1N=C(C2=CC=CC=C12)C=1C=NC(=CC1)C(F)(F)F)=C 2-fluoro-1-(3-(3-(6-(trifluoromethyl)pyridin-3-yl)-1H-indazol-1-yl)azetidin-1-yl)propan-2-en-1-one